3-((6-fluoro-7-(2-fluoro-6-hydroxyphenyl)-4-((R)-2-methylpiperazin-1-yl)pyrido[2,3-d]pyrimidin-2-yl)amino)-N,N-dimethyl-propanamide FC1=CC2=C(N=C(N=C2N2[C@@H](CNCC2)C)NCCC(=O)N(C)C)N=C1C1=C(C=CC=C1O)F